BrC1=NN(C(=C1)C(=O)NC1=C(C=C(C=C1C(NC)=O)Cl)C)C1=NC=CC=C1Cl 3-bromo-N-(4-Chloro-2-methyl-6-(methylcarbamoyl)phenyl)-1-(3-chloropyridin-2-yl)-1H-pyrazole-5-carboxamide